C(C)C1(OCC=2C(=NC=CC21)C(=O)OC)C methyl 1-ethyl-1-methyl-3H-furo[3,4-c]pyridine-4-carboxylate